N-(5-(N-(4-chlorophenyl)sulfamoyl)-6-methoxypyridin-3-yl)-5-methyloxazole-4-carboxamide ClC1=CC=C(C=C1)NS(=O)(=O)C=1C=C(C=NC1OC)NC(=O)C=1N=COC1C